Bismuth yttrium [Y].[Bi]